(3-ethyl-6-methoxybenzo[d]isoxazol-5-yl)propane-1-sulfonamide C(C)C1=NOC2=C1C=C(C(=C2)OC)C(CC)S(=O)(=O)N